ClC1=CC(=C(C=C1)C1(OC2=C(O1)C=CC=C2C2CCN(CC2)CC2=C(C=C(C=N2)C2=NOC(=N2)C(F)(F)F)OC2CCCC2)C)F 3-(6-((4-(2-(4-chloro-2-fluorophenyl)-2-methylbenzo[d][1,3]dioxol-4-yl)piperidin-1-yl)methyl)-5-(cyclopentyloxy)pyridin-3-yl)-5-(trifluoromethyl)-1,2,4-oxadiazole